8-[(1-cyclobutyl-4-piperidinyl)oxy]-4-[(2R)-3-(3,4-dihydro-1H-isoquinolin-2-yl)-2-hydroxy-propyl]-2,3-dihydro-1,4-benzoxazepin-5-one C1(CCC1)N1CCC(CC1)OC1=CC2=C(C(N(CCO2)C[C@@H](CN2CC3=CC=CC=C3CC2)O)=O)C=C1